COC1=CC=C(C=C1)C1=NN(C(C=C1)=O)CC=1N=C2N(C(C1)=O)C=CC=C2 2-((3-(4-methoxyphenyl)-6-oxopyridazin-1(6H)-yl)methyl)-4H-pyrido[1,2-a]pyrimidin-4-one